9-((5-((R)-3-amino-3-(6-((S)-1-fluoroethyl)pyridin-2-yl)piperidin-1-yl)-2-(4-fluorophenyl)pyridin-4-yl)methyl)-9H-purin-6-amine N[C@]1(CN(CCC1)C=1C(=CC(=NC1)C1=CC=C(C=C1)F)CN1C2=NC=NC(=C2N=C1)N)C1=NC(=CC=C1)[C@H](C)F